(2S)-5-tert-butoxy-4,5-dioxo-2-(5-oxo-2,2-diphenyl-5,7-dihydro-2H,6H-[1,3]dioxolo[4,5-f]isoindol-6-yl)pentanoic acid C(C)(C)(C)OC(C(C[C@@H](C(=O)O)N1C(C=2C=C3C(=CC2C1)OC(O3)(C3=CC=CC=C3)C3=CC=CC=C3)=O)=O)=O